C[N+](C=1C=C(O[Zn](OC2=CC(=CC=C2)[N+](C)(C)C)(OC2=CC(=CC=C2)[N+](C)(C)C)(OC2=CC(=CC=C2)[N+](C)(C)C)(OC2=CC(=CC=C2)[N+](C)(C)C)(OC2=CC(=CC=C2)[N+](C)(C)C)(OC2=CC(=CC=C2)[N+](C)(C)C)(OC2=CC(=CC=C2)[N+](C)(C)C)(OC2=CC(=CC=C2)[N+](C)(C)C)(OC2=CC(=CC=C2)[N+](C)(C)C)(OC2=CC(=CC=C2)[N+](C)(C)C)(OC2=CC(=CC=C2)[N+](C)(C)C)(OC2=CC(=CC=C2)[N+](C)(C)C)(OC2=CC(=CC=C2)[N+](C)(C)C)(OC2=CC(=CC=C2)[N+](C)(C)C)OC2=CC(=CC=C2)[N+](C)(C)C)C=CC1)(C)C hexadeca-[3-(trimethylammonio)phenoxy]zinc